NC1=NC=CC=C1C1=NC=2C(=NC(=CC2)O)N1C1=CC=C(CN2CCC(CC2)NC2=NC(=NC=C2)C#N)C=C1 4-((1-(4-(2-(2-Aminopyridin-3-yl)-5-hydroxy-3H-imidazo[4,5-b]pyridin-3-yl)benzyl)piperidin-4-yl)amino)pyrimidine-2-carbonitrile